OC1(CC1)C(=O)NC=1C=CC(=NC1)C=1N=NN(C1NC(OCC)=O)C ethyl (4-(5-(1-hydroxycyclopropane-1-carboxamido)pyridin-2-yl)-1-methyl-1H-1,2,3-triazol-5-yl)carbamate